BrC=1C(=NOC1)C(=O)NC1=C(C(=CC=C1)F)NCC=1N=NC=CC1 4-bromo-N-(3-fluoro-2-((pyridazin-3-ylmethyl)amino)phenyl)isoxazole-3-carboxamide